phenyl (3R,4S)-3-{5-[4-amino-5-(trifluoromethyl)pyrrolo[2,1-f][1,2,4]triazin-7-yl]-2-methoxypyridine-3-amido}-4-fluoropyrrolidine-1-carboxylate NC1=NC=NN2C1=C(C=C2C=2C=C(C(=NC2)OC)C(=O)N[C@@H]2CN(C[C@@H]2F)C(=O)OC2=CC=CC=C2)C(F)(F)F